N-propargyl-N,N-dimethylammonium methyl-trifluoroborate C[B-](F)(F)F.C(C#C)[NH+](C)C